tert-Butyl (((trans)-1-fluoro-4-hydroxycyclohexyl)methyl)carbamate FC1(CCC(CC1)O)CNC(OC(C)(C)C)=O